ethoxide [O-]CC